N,N-dimethylacryloyl-Amine CN(C)C(C=C)=O